2-[2-[[3-chloro-5-fluoro-6-[3-methyl-2,6-dioxo-4-trifluoromethylpyrimidin-1-yl]-2-pyridinyl]oxy]phenoxy]acetic acid ClC=1C(=NC(=C(C1)F)N1C(N(C(=CC1=O)C(F)(F)F)C)=O)OC1=C(OCC(=O)O)C=CC=C1